FC(C1=CC(=C(C=C1)C1CCN(CC1)C(CN1N=C(C2=C1CCC2)C(=O)N2C[C@H](O[C@H](C2)C)C)=O)F)F 1-{4-[4-(difluoromethyl)-2-fluorophenyl]piperidin-1-yl}-2-{3-[(2R,6S)-2,6-dimethylmorpholine-4-carbonyl]-5,6-dihydrocyclopenta[c]pyrazol-1(4H)-yl}ethan-1-one